ClC1=C(C=2C(CC3N(C2N=C1)CCNC3)(F)F)C 3-chloro-5,5-difluoro-4-methyl-5,6,6a,7,9,10-hexahydro-8H-pyrazino[1,2-a][1,8]naphthyridin